NC=1C(=NC(=CN1)C1=CC(=CC=C1)C=1C=NN(C1)CC#N)C(=O)N[C@@H]1CNC[C@H](C1)F 3-amino-6-(3-(1-(cyanomethyl)-1H-pyrazol-4-yl)phenyl)-N-((3S,5S)-5-fluoropiperidin-3-yl)pyrazine-2-carboxamide